2-((2-((3-Fluoro-4-(hydroxymethyl)phenyl)amino)-5-(trifluoromethyl)pyrimidin-4-yl)amino)-N-methylbenzamide FC=1C=C(C=CC1CO)NC1=NC=C(C(=N1)NC1=C(C(=O)NC)C=CC=C1)C(F)(F)F